C(CCC)(=O)NC=1N=C2N(C(=CC=C2)C=2C=C(C=CC2)C2=CC=C(O2)P(O)(O)=O)C1 (5-(3-(2-butyramidoimidazo[1,2-a]pyridin-5-yl)phenyl)furan-2-yl)phosphonic acid